2-methyl-N-[3-chloro-4-[4-(pyrrolidine-3-carbonyl)piperazine-1-carbonyl]phenyl]-5-[6-(dimethylamino)-2,5-difluoro-3-pyridinyl]-1-methyl-imidazole-2-carboxamide CC1(N(C(=CN1)C=1C(=NC(=C(C1)F)N(C)C)F)C)C(=O)NC1=CC(=C(C=C1)C(=O)N1CCN(CC1)C(=O)C1CNCC1)Cl